NC1=NC=C2N(C(N(C2=N1)[C@@H]1O[C@@H]([C@H]([C@H]1O)F)CO)=O)CC=1C=CSC1 4-((2-Amino-9-((2R,3S,4S,5R)-4-fluoro-3-hydroxy-5-(hydroxymethyl)tetrahydrofuran-2-yl)-8-oxo-8,9-dihydro-7H-purin-7-yl)methyl)thiophen